(R)-N-(5-chloro-4-(2-(4-chlorophenyl)but-3-yn-2-yl)thiazol-2-yl)-2,6-difluoro-4-(piperazin-1-yl)benzamide ClC1=C(N=C(S1)NC(C1=C(C=C(C=C1F)N1CCNCC1)F)=O)[C@](C)(C#C)C1=CC=C(C=C1)Cl